N-((7R)-2-cyano-2-azabicyclo[2.2.1]heptan-7-yl)-5-(4-((4-fluorophenyl)amino)pyridin-3-yl)-1H-pyrazole-3-carboxamide C(#N)N1C2CCC(C1)[C@H]2NC(=O)C2=NNC(=C2)C=2C=NC=CC2NC2=CC=C(C=C2)F